CC1=CC=C(C=C1)S(=O)(=O)OCCCN1C(C2=CC=C3C=4C2=C(C1=O)C=CC4OC4=CC=C(C=C43)C4=CC=C(C=C4)CCCC)=O 3-(9-(4-butylphenyl)-1,3-dioxo-1H-xantheno[2,1,9-def]isoquinolin-2(3H)-yl)propyl 4-methylbenzenesulfonate